FC1CN(CC1)C=1C=NC=C(C1)C#C[Si](C)(C)C 3-(3-fluoropyrrolidin-1-yl)-5-((trimethylsilyl)ethynyl)pyridine